5-(((1S,4S)-2-oxa-5-azabicyclo[2.2.1]hept-5-yl)methyl)-2-(4'-fluoro-2'-(4-methyl-4H-1,2,4-triazol-3-yl)-[1,1'-biphenyl]-3-yl)-7-(trifluoromethyl)benzo[d]oxazole [C@@H]12OC[C@@H](N(C1)CC=1C=C(C3=C(N=C(O3)C=3C=C(C=CC3)C3=C(C=C(C=C3)F)C3=NN=CN3C)C1)C(F)(F)F)C2